BrC=1C=CC2=C(N=C3COCCN32)N1 2-bromo-6,7-dihydro-9H-pyrido[2',3':4,5]imidazo[2,1-C][1,4]oxazine